(2S,4R)-4-Phenyl-pyrrolidine-2-carboxylic acid C1(=CC=CC=C1)[C@H]1C[C@H](NC1)C(=O)O